C(=C)C=1C=CC=C2C(=CC=NC12)O 8-ethenylquinolin-4-ol